C(C1=CC=CC=C1)N1CCC(CC1)NC(COC1=CC=C(C=C1)\C=C\C(C1=CC=C(C=C1)C)=O)=O (E)-N-(1-benzylpiperidin-4-yl)-2-(4-(3-oxo-3-(4-methylphenyl)prop-1-en-1-yl)phenoxy)acetamide